FC(C(=O)O)(F)F.CC1=C(C=CC(=C1)OCC(N1CCC(CC1)C1CCNCC1)=O)N1C(NC(CC1)=O)=O 1-[2-methyl-4-[2-oxo-2-[4-(4-piperidyl)-1-piperidyl]ethoxy]phenyl]hexahydropyrimidine-2,4-dione trifluoroacetate